tert-butyl L-asparaginate hydrochloride Cl.N[C@@H](CC(N)=O)C(=O)OC(C)(C)C